tert-butyl (2R)-2-[[4-[[6-(1-fluoroethyl)-3-isopropyl-imidazo[1,2-a]pyridin-8-yl]amino]-1-piperidyl]methyl]morpholine-4-carboxylate FC(C)C=1C=C(C=2N(C1)C(=CN2)C(C)C)NC2CCN(CC2)C[C@@H]2CN(CCO2)C(=O)OC(C)(C)C